C(C)(C)N1N2C(C3=CC(=C(C=C3C1)C=1SC=CC1)OC)=CC(C(=C2)C(=O)O)=O 6-isopropyl-10-methoxy-2-oxo-9-(thiophen-2-yl)-6,7-dihydro-2H-pyrido[2,1-a]phthalazine-3-carboxylic acid